benzyl (E)-3-(5-(3-cyano-4-fluorophenoxy)-6-fluoro-1H-benzo[d]imidazol-4-yl)acrylate C(#N)C=1C=C(OC2=C(C3=C(NC=N3)C=C2F)/C=C/C(=O)OCC2=CC=CC=C2)C=CC1F